BrC1=CC(=C(C(=C1)C)CN)C (4-bromo-2,6-dimethylphenyl)methanamine